pentadecyl-aluminum sulfate S(=O)(=O)([O-])[O-].C(CCCCCCCCCCCCCC)[Al+2]